CN1N=NC(=C1C=1C=C2C(=NC1)C1=C(N2C(C2CCOCC2)C2=CC=CC=C2)C(=NN1C)C(=O)N)C 6-(1,4-dimethyl-1H-1,2,3-triazol-5-yl)-1-methyl-4-(phenyl-(tetrahydro-2H-pyran-4-yl)methyl)-1,4-dihydropyrazolo[3',4':4,5]Pyrrolo[3,2-b]Pyridine-3-carboxamide